hexahydroimidazo[1,5-a]pyrazine C1NCN2C1=CNCC2